1-methoxy-4-(trimethoxysilyl)benzene COC1=CC=C(C=C1)[Si](OC)(OC)OC